C(C)(=O)NC1=CC=C(C=C1)C1=C2CN(C(C2=CC=C1)=O)C(C(=O)NC(=C)C1=NC(=NS1)C)=C 2-(4-(4-acetamidophenyl)-1-oxoisoindolin-2-yl)-N-(1-(3-methyl-1,2,4-thiadiazol-5-yl)vinyl)acrylamide